BrC=1C=C(C=CC1F)S(=O)(=O)N(C)CC1=CC=C(C=C1)OC 3-bromo-4-fluoro-N-(4-methoxybenzyl)-N-methylbenzenesulfonamide